(2,2-bipyridine) copper (I) [Cu+].N1=C(C=CC=C1)C1=NC=CC=C1